C(C)(C)(C)OC(=O)N1CC2=CN=C(C=C2CC1)OCC=1C(=NOC1C)C=1C=NC(=CC1)C.FC1=CC=C(C=N1)NS(=O)(=O)CC N-(6-fluoropyridin-3-yl)ethanesulfonamide tert-butyl-6-{[5-methyl-3-(6-methylpyridin-3-yl)-1,2-oxazol-4-yl]methoxy}-1,2,3,4-tetrahydro-2,7-naphthyridine-2-carboxylate